1-ethyl-3-(3-dimethylmethylaminopropyl)-carbodiimide C(C)N=C=NCCCNC(C)C